FC=1C=C2C(=C(C=NC2=CC1F)C(=O)N1CCN(CC1)S(=O)(=O)C)N1CCC2(OCCO2)CC1 (6,7-difluoro-4-(1,4-dioxa-8-azaspiro[4.5]decan-8-yl)quinolin-3-yl)(4-(methylsulfonyl)piperazin-1-yl)methanone